tert-Butyl (S)-7-(5-((2-(1-(3-bromobenzenesulfonyl)azetidine-3-carboxamido)-3-(tert-butoxy)-3-oxopropyl)amino)-5-oxopentyl)-3,4-dihydro-1,8-naphthyridine-1(2H)-carboxylate BrC=1C=C(C=CC1)S(=O)(=O)N1CC(C1)C(=O)N[C@@H](CNC(CCCCC1=CC=C2CCCN(C2=N1)C(=O)OC(C)(C)C)=O)C(=O)OC(C)(C)C